FC[C@@H](C)NC(=O)N1CC2(CC2)CC1 N-((R)-1-fluoropropan-2-yl)-5-azaspiro[2.4]heptane-5-carboxamide